CC(C(=O)OC)(C)C methyl (E)-2,2-dimethylpropionate